CC1=CC=CC=2C(=NOC21)C(C)(C)NC(C[C@H]2N(CCCC2)C)=O (S)-N-(2-(7-methylbenzo[d]isoxazol-3-yl)propan-2-yl)-2-(1-methylpiperidin-2-yl)acetamide